O\N=C(/C(=O)NC=1C=C(C(=O)NC)C=CC1)\C(C)=O (Z)-3-(2-(hydroxyimino)-3-oxobutanamido)-N-methylbenzamide